methyl 5-broMo-1H-pyrazole-3-carboxylate BrC1=CC(=NN1)C(=O)OC